CC1=C(C(=CC=C1)C)N=CCC1=CC=CC(=N1)C(C)=O 6-(2,6-dimethylphenylimino)ethyl-2-acetylpyridine